ClC=1C=CC(=C(C1)N1CC(N(CC1=O)C(C(=O)OC(C)(C)C)CC1=CC=CC=C1)=O)N1N=NC(=C1)Cl tert-butyl 2-(4-(5-chloro-2-(4-chloro-1H-1,2,3-triazol-1-yl)phenyl)-2,5-dioxopiperazin-1-yl)-3-phenylpropanoate